1,1,1-trifluoro-2-(3-(2-((R)-piperidin-3-ylamino)pyrimidin-4-yl)imidazo[1,2-a]pyridin-6-yl)propan-2-ol FC(C(C)(O)C=1C=CC=2N(C1)C(=CN2)C2=NC(=NC=C2)N[C@H]2CNCCC2)(F)F